C(#N)C1(CCN(CC1)C(=O)OC(C)(C)C)CC1=C(C(=CC=C1)F)F tert-butyl 4-cyano-4-(2,3-difluorobenzyl)piperidine-1-carboxylate